C(=O)C=1C(=NC=CC1)C(=O)O 3-formyl-2-picolinic acid